OCCN(C(C1=CC=C(C(=O)NC=2SC3=C(C(=NC=C3C3CCOCC3)OC)N2)C=C1)=O)C N-(2-Hydroxy-ethyl)-N'-[4-methoxy-7-(tetrahydro-pyran-4-yl)-thiazolo[4,5-c]pyridin-2-yl]-N-methyl-terephthalamide